COC=1C=C2CC=NCC2=CN1 6-methoxy-1,4-dihydro-2,7-naphthyridine